5-amino-4-(4-chlorophenyl)-6-chloropyrimidine NC=1C(=NC=NC1Cl)C1=CC=C(C=C1)Cl